ClC=1C=C(CC2(CC=CC2)C(=O)O)C=CC1 1-(3-chlorobenzyl)cyclopent-3-ene-1-carboxylic acid